6-chloro-3-(3-(furan-2-yl)phenyl)imidazo[1,2-b]pyridazine ClC=1C=CC=2N(N1)C(=CN2)C2=CC(=CC=C2)C=2OC=CC2